C(C1=CC=CC=C1)C=1C(=CNC1)S(=O)(=O)NC1=C(C=C(C(=C1)F)OCC(F)F)F 4-benzyl-N-[4-(2,2-difluoroethoxy)-2,5-difluorophenyl]-1H-pyrrole-3-sulfonamide